C(C=C)N1S(CC(C2=C1C=CC(=C2)SC)=O)(=O)=O 1-Allyl-6-(methylsulfanyl)-1H-2,1-benzothiazin-4(3H)-on-2,2-dioxid